4-(4-chloro-3-methyl-phenyl)piperidine ClC1=C(C=C(C=C1)C1CCNCC1)C